C1(CCCC1)CNC(=O)C1N(CCN(C1)C1=CC(=C(C=C1)Cl)Cl)C(=O)C1=CC(NC2=CC=C(C=C12)C)=O N-(cyclopentylmethyl)-4-(3,4-dichlorophenyl)-1-(6-methyl-2-oxo-1,2-dihydroquinoline-4-carbonyl)piperazine-2-carboxamide